C1(=CC=CC=C1)C(C(=O)O)(CC(C(=O)O)C1=CC=CC=C1)C1=CC=CC=C1 2,2,4-triphenylpentanedioic acid